6-ethoxy-5-[1-isopropyl-7-[[(3R)-tetrahydrofuran-3-yl]amino]pyrazolo[4,3-b]pyridin-5-yl]pyridine-3-carbonitrile C(C)OC1=C(C=C(C=N1)C#N)C1=CC(=C2C(=N1)C=NN2C(C)C)N[C@H]2COCC2